CC1=C(C=C(C=C1)NC([C@H](CNC(C)=O)NC(C)=O)=O)C(N[C@H](C)C1=CC=CC2=CC=CC=C12)=O N,N'-((S)-3-((4-methyl-3-(((R)-1-(naphthalen-1-yl)ethyl)carbamoyl)phenyl)amino)-3-oxopropane-1,2-diyl)diacetamide